((3R,4R)-4-(((5-fluoro-6-(methyl(4-(trifluoromethyl)benzyl)amino)pyrimidin-4-yl)amino)methyl)-3-hydroxypiperidin-1-yl)acetamide FC=1C(=NC=NC1N(CC1=CC=C(C=C1)C(F)(F)F)C)NC[C@@H]1[C@H](CN(CC1)CC(=O)N)O